C(C)C1=C(C=CC(=C1F)F)[C@@H]1[C@H](O[C@@]([C@H]1C)(C(F)(F)F)C)C(=O)NC1=CC(=NC=C1)C(=O)N 4-[[(2S,3R,4S,5S)-3-(2-Ethyl-3,4-difluoro-phenyl)-4,5-dimethyl-5-(trifluoromethyl)tetrahydrofuran-2-carbonyl]amino]pyridin-2-carboxamid